3-hydroxy-2-hydroxy-ethyl-2-hydroxy-propionic acid OCC(C(=O)O)(O)CCO